2-[3-methoxy-4-(1H-pyrazol-4-yl)phenyl]8-(1-methyl-1H-indol-5-Carbonyl)-2,8-diazaspiro[4.5]Decan-1-one COC=1C=C(C=CC1C=1C=NNC1)N1C(C2(CC1)CCN(CC2)C(=O)C=2C=C1C=CN(C1=CC2)C)=O